BrC1=C(C=C(C(=N1)C1CCOCC1)NC(OC1=CC=C(C=C1)C)=O)C p-tolyl (6-bromo-5-methyl-2-(tetrahydro-2H-pyran-4-yl)pyridin-3-yl)carbamate